Cl.CN1N=C2C=CC(=CC2=C1)C=1C=CC(=C(C1)O)C=1N=NC(=CC1)C1CN(C1)C 5-(2-methyl-2H-indazol-5-yl)-2-(6-(1-methylazetidin-3-yl)pyridazin-3-yl)phenol hydrochloride